N1=C2C(=CC=C1)C(CC2)=O 5H,6H,7H-cyclopenta[b]pyridin-5-one